IC=1N(C=2C=CC=C(C2C1)N)CC(F)(F)F 2-iodo-1-(2,2,2-trifluoroethyl)indol-4-amine